ClC1=C2C=C(C=NC2=CC(=N1)Cl)F 5,7-dichloro-3-fluoro-1,6-naphthyridine